[Zn].[Cu] copper zinc